FC1=CC=C2C=C(C=C(C2=C1C#C[Si](C(C)C)(C(C)C)C(C)C)B(O)O)O [7-fluoro-3-hydroxy-8-(2-triisopropylsilylethynyl)-1-naphthyl]boronic acid